N-(4-(4-((2,4-dimethoxybenzyl)amino)-5H-pyrrolo[3,2-d]pyrimidin-5-yl)benzyl)-5-fluoro-2-methoxybenzamide COC1=C(CNC=2C3=C(N=CN2)C=CN3C3=CC=C(CNC(C2=C(C=CC(=C2)F)OC)=O)C=C3)C=CC(=C1)OC